N(=C=O)C1CC(CC(C1)(C)CN=C=O)(C)C 1-Isocyanato-5-isocyanatomethyl-3,3,5-trimethylcyclohexan